3-cyclopropyl-5-(4-((6-isopropyl-2,6-diazaspiro[3.3]hept-2-yl)methyl)phenyl)-7-methyl-2-(4-(methylsulfonyl)phenyl)-3H-imidazo[4,5-b]pyridine C1(CC1)N1C(=NC=2C1=NC(=CC2C)C2=CC=C(C=C2)CN2CC1(C2)CN(C1)C(C)C)C1=CC=C(C=C1)S(=O)(=O)C